2-(5-Chloro-2-methyl-1H-indol-3-yl)-1-[4-(5-hydroxy-pyridin-2-yl)-piperazin-1-yl]-ethanone ClC=1C=C2C(=C(NC2=CC1)C)CC(=O)N1CCN(CC1)C1=NC=C(C=C1)O